N[C@@H](CCCCN)C(=O)I lysine iodide